C1(CC1)C1=C(C=CC=C1)C1=CC(=C(C=C1)C1CN(CC1)C(=O)C1=NC=C(C=C1)F)CO [3-(2'-Cyclopropyl-3-hydroxymethyl-biphenyl-4-yl)-pyrrolidin-1-yl]-(5-fluoro-pyridin-2-yl)-methanone